BrC1=CC(=C(C=C1)CO)N1C[C@H](CC1)OC1=NC=C(C=C1)C(F)(F)F (S)-(4-bromo-2-(3-(5-(trifluoromethyl)pyridin-2-yloxy)pyrrolidin-1-yl)phenyl)methanol